3-(4-(difluoromethoxy)phenyl)pyrrolidin-3-ol hydrochloride Cl.FC(OC1=CC=C(C=C1)C1(CNCC1)O)F